2-hydroxy-6-oxo-1-cyclohexene OC1=CC(CCC1)=O